1-chloro-6-(3-chloro-1-isopropyl-1H-indazol-5-ylmethoxy)-3,4-dihydronaphthalene-2-carbaldehyde ClC1=C(CCC2=CC(=CC=C12)OCC=1C=C2C(=NN(C2=CC1)C(C)C)Cl)C=O